OCCOC1=CC=C(C=C1)C1(C=CC2=C(O1)C=1C=CC=CC1C1=C2C(C2=CC(=CC=C21)C2=CC=C(C=C2)N(C)C)(C)C)C2=CC=C(C=C2)OC 3-(4-hydroxyethoxyphenyl)-3-(4-methoxyphenyl)-11-(4-(N,N-dimethylamino)phenyl)-13,13-dimethyl-3H,13H-indeno[2',3':3,4]naphtho[1,2-b]pyran